B(O)(O)O.C[SiH](C)C.C[SiH](C)C.C[SiH](C)C Tri(trimethylsilane) borate